[Na].[Na].C(C1=CC=CC=C1)C1=C(N)C=CC=C1 2-benzyl-aniline disodium